FC1=C(C(=CC=2N(C=NC21)C)C(=O)N2CC(C2)(O)[C@H]2NCCCC2)NC2=C(C=C(C=C2)I)F 1-({4-fluoro-5-[(2-fluoro-4-iodophenyl)amino]-1-methyl-1H-benzimidazol-6-yl}carbonyl)-3-[(2S)-piperidin-2-yl]azetidin-3-ol